F[C@@H]1C[C@H](N(C1)C(=O)OC(C)(C)C)C(NC1=NC(=NC=C1)OCC(F)(F)F)=O tert-butyl (2S,4R)-4-fluoro-2-((2-(2,2,2-trifluoroethoxy)pyrimidin-4-yl)carbamoyl)pyrrolidine-1-carboxylate